C(C1=CC=CC=C1)OC(=O)N1CCN(CC1)CC1CCC2(CCN(CC2)C(=O)[O-])CC1 9-((4-((benzyloxy)carbonyl)piperazin-1-yl)methyl)-3-azaspiro[5.5]undecan-3-carboxylate